2-(2-(4-amino-6-fluoro-7-methoxy-9H-pyrimido[4,5-b]indol-9-yl)acetyl)-N-(6-bromopyridin-2-yl)-2-azabicyclo[3.1.0]hexane-3-carboxamide NC1=NC=NC=2N(C3=CC(=C(C=C3C21)F)OC)CC(=O)N2C1CC1CC2C(=O)NC2=NC(=CC=C2)Br